C1(=C(OC)C=C(CC=C)C=C1)OC(C1=CC=CC=C1)=O benzoic acid eugenylester